O=C1NC(CCC1N1C(N(C2=C1C=CC(=C2)/C=C/C(=O)OC(C)(C)C)C)=O)=O tert-butyl (E)-3-(1-(2,6-dioxopiperidin-3-yl)-3-methyl-2-oxo-2,3-dihydro-1H-benzo[d]imidazol-5-yl)acrylate